C(C)OC(CNC=1C(=NC=NC1Cl)Cl)=O (4,6-dichloropyrimidin-5-yl)glycine ethyl ester